C(#N)C1=CC=C(C=C1)NC(=O)NC1=CC=CC=2N1C=NC2 1-(4-cyanophenyl)-3-(imidazo[1,5-a]pyridin-5-yl)urea